BrC1=CC2=C(C(=C(S2)CC(C#N)N=C(C2=CC=CC=C2)C2=CC=CC=C2)F)C=C1 3-(6-bromo-3-fluoro-1-benzothiophen-2-yl)-2-[(diphenylmethylidene)amino]propanenitrile